C1=C(C=CC2=CC=CC=C12)[Si](OC)(OC)OC β-naphthyltrimethoxysilane